C1(=CC=CC=C1)C1=C(C(=NN1)N)N1CCCCC1 5-phenyl-4-(piperidin-1-yl)-1H-pyrazol-3-amine